methyl rac-(2R,3S,SR)-4-[[3-(3,4-difluoro-2-methoxy-phenyl)-5-methyl-5-(trifluoromethyl)tetrahydrofuran-2-carbonyl]amino]pyridine-2-carboxylate FC=1C(=C(C=CC1F)[C@H]1[C@@H](O[C@@](C1)(C(F)(F)F)C)C(=O)NC1=CC(=NC=C1)C(=O)OC)OC |r|